N,N-bis(2-hydroxyethyl)-2-aminoethane sodium [Na].OCCN(CC)CCO